tert-Butyl 3-(1-fluoro-8-{4-fluoro-2-[(2R)-2-methylpyrrolidine-1-carbonyl]phenyl}-3-methylimidazo[1,5-a]pyridin-6-yl)azetidine-1-carboxylate FC=1N=C(N2C1C(=CC(=C2)C2CN(C2)C(=O)OC(C)(C)C)C2=C(C=C(C=C2)F)C(=O)N2[C@@H](CCC2)C)C